N(=[N+]=[N-])[C@H]1[C@@H](CN(CC1)C(=O)OC(C)(C)C)F tert-Butyl (3R,4R)-4-azido-3-fluoro-piperidine-1-carboxylate